[NH4+].C(C(=C)C)(=O)[O-] methacrylate ammonium salt